NC=1SC(=NN1)C 2-amino-5-methyl-1,3,4-thiadiazole